[C@H]12OC[C@H](N(C1)C1=NC=3N(C=C1)N=CC3C(=O)O)C2 5-[(1R,4R)-2-oxa-5-azabicyclo[2.2.1]heptan-5-yl]pyrazolo[1,5-a]pyrimidine-3-carboxylic acid